(racemic)-N-((2-(6-((cis)-2,6-dimethylmorpholino)pyridin-2-yl)-1,6-naphthyridin-7-yl)methyl)-4-(1-hydroxyethyl)-5-methylpicolinamide propyl-(3-hexylnonyl)adipate C(CC)C(C(=O)O)(CCCC(=O)O)CCC(CCCCCC)CCCCCC.C[C@@H]1O[C@@H](CN(C1)C1=CC=CC(=N1)C1=NC2=CC(=NC=C2C=C1)CNC(C1=NC=C(C(=C1)[C@@H](C)O)C)=O)C |&1:60|